N-(4-((4-benzylpiperazin-1-yl)sulfonyl)phenyl)acetamide Diethyl-carbonate C(C)OC(OCC)=O.C(C1=CC=CC=C1)N1CCN(CC1)S(=O)(=O)C1=CC=C(C=C1)NC(C)=O